2-amino-3-(4-tert-butoxyphenyl)-N-(2,2-diethoxyethyl)-N-(naphthalen-1-ylmethyl)propanamide NC(C(=O)N(CC1=CC=CC2=CC=CC=C12)CC(OCC)OCC)CC1=CC=C(C=C1)OC(C)(C)C